BrC1=CC=2C(OCC=3C=C(N=CC3C3=C(C=C(C(NS(C(=C1OC)C2)(=O)=O)=C3)F)F)C(F)F)=O 13-bromo-5-(difluoromethyl)-19,21-difluoro-14-methoxy-16,16-dioxo-9-oxa-16λ6-thia-4,17-diazatetracyclo[16.3.1.111,15.02,7]tricosa-1(21),2(7),3,5,11(23),12,14,18(22),19-nonaen-10-one